C(C)(C)C=1C(=C(C=CC1)B(O)O)OC isopropyl-methoxyBenzeneboronic acid